oxazolidine ethyl-acrylate C(C)OC(C=C)=O.O1CNCC1